5,7-dihydrothieno[3,4-d]pyridazin-1-yl-5-(trifluoromethyl)phenol C1(=NN=CC2=C1CSC2)C2=C(C=C(C=C2)C(F)(F)F)O